FC(C(=O)O)(F)F.N1=CC(=C2N1C=CC=N2)N pyrazolo[1,5-a]Pyrimidin-3-amine trifluoroacetate